hydroxy-[3-hydroxy-5-(hydroxymethyl)-2-methylpyridin-4-yl]-methanesulfinic acid OC(S(=O)O)C1=C(C(=NC=C1CO)C)O